ClC1=CC(=C(C=C1)[C@@]1(OC2=C(O1)C=CC=C2C2CCN(CC2)CC2=NC1=C(N2C[C@H]2OCC2)C=C(C=C1)C(=O)OC)C)F methyl 2-({4-[(2S)-2-(4-chloro-2-fluorophenyl)-2-methyl-1,3-benzodioxol-4-yl]piperidin-1-yl}methyl)-1-[(2S)-oxetan-2-ylmethyl]-1H-benzimidazole-6-carboxylate